2-(6-(6-(3,5-difluoro-4-isopropoxybenzyl)-3,6-diazabicyclo[3.1.1]heptan-3-yl)pyridin-3-yl)-N-(5-methyl-1H-pyrazol-3-yl)quinazolin-4-amine FC=1C=C(CN2C3CN(CC2C3)C3=CC=C(C=N3)C3=NC2=CC=CC=C2C(=N3)NC3=NNC(=C3)C)C=C(C1OC(C)C)F